C[C@@H](C(CP(OC)(OC)=O)=O)CC#CCCC |r| (±)-dimethyl (3-methyl-2-oxonon-5-yn-1-yl)phosphonate